COC(CCCN1C[C@H](CCC1)C1CNC1)=O (R)-4-(3-(azetidin-3-yl)piperidin-1-yl)butanoic acid methyl ester